C1(CC2C(CC1)O2)CCC2(C(OC2)C)CCC[Si](OC)(OC)OC 3-(3,4-epoxycyclohexyl)ethyl-3-[3'-(trimethoxysilyl)propyl]methyl-oxetane